2-[(1E)-5-fluoro-2-methyl-1-({4-[3,4-difluorophenoxy]phenyl}methylene)-1H-inden-3-yl]acetic acid FC=1C=C2C(=C(\C(\C2=CC1)=C/C1=CC=C(C=C1)OC1=CC(=C(C=C1)F)F)C)CC(=O)O